(1S,3S,5S)-5-methyl-2-azabicyclo[3.1.0]Hexane-3-carboxylic acid benzyl ester C(C1=CC=CC=C1)OC(=O)[C@H]1N[C@H]2C[C@]2(C1)C